ClC(CCC(=O)[O-])CCC(C(CCCC(CC(CC)Cl)Cl)Cl)Cl 4,7,8,12,14-pentachlorohexadecanoate